methyl 3-(methoxymethoxy)-5-methyl-4'-(trifluoromethyl)-[1,1'-biphenyl]-2-carboxylate COCOC1=C(C(=CC(=C1)C)C1=CC=C(C=C1)C(F)(F)F)C(=O)OC